CN1C(=C(C2=CC=CC(=C12)C)N=NC1=CC=C(C=C1)C)C1=CC=C(C=C1)C 1,7-dimethyl-2-(4-tolyl)-3-(4-tolylazo)indole